2-(tert-Butoxy)-1-cyano-2-oxo-1-(2,5,6-trifluoropyrimidin-4-yl)ethan-1-yl-potassium C(C)(C)(C)OC(C(C1=NC(=NC(=C1F)F)F)(C#N)[K])=O